3-[1,3-Dioxo-5-(1H-[1,2,3]triazol-4-yl)-1,3-dihydroisoindol-2-yl]biphenyl-4-carboxylic acid methyl ester COC(=O)C1=C(C=C(C=C1)C1=CC=CC=C1)N1C(C2=CC=C(C=C2C1=O)C=1N=NNC1)=O